N-[5-(2-chloro-6-methyl-4-pyridinyl)-4-(3-cyanophenyl)thiazol-2-yl]-3-(1-hydroxy-1-methyl-ethyl)morpholine-4-carboxamide ClC1=NC(=CC(=C1)C1=C(N=C(S1)NC(=O)N1C(COCC1)C(C)(C)O)C1=CC(=CC=C1)C#N)C